C(C(=C)C)(=O)O.C(C=C)(=O)OOCC(CO)O 3-acryloxyglycerin monomethacrylate